N-(thien-2-ylmethyl)methanesulfonamide S1C(=CC=C1)CNS(=O)(=O)C